CC1=C(C(=O)NC2=CC=C(C=C2)C(=O)N2C3=C(N(CCC2)CCCOC2=CC=CC=C2)C=CC=C3)C=CC=C1 2-methyl-N-(4-(5-(3-phenoxypropyl)-2,3,4,5-tetrahydro-1H-benzo[b][1,4]diazepine-1-Carbonyl)phenyl)benzamide